tert-Butyl 2-benzyloxy-5,7-dihydropyrrolo[3,4-b]pyridine-6-carboxylate C(C1=CC=CC=C1)OC1=CC=C2C(=N1)CN(C2)C(=O)OC(C)(C)C